5-chloro-1-((6-(3-fluoro-4-methoxyphenyl)pyridin-3-yl)methyl)-1H-indazole-7-carboxylic acid ClC=1C=C2C=NN(C2=C(C1)C(=O)O)CC=1C=NC(=CC1)C1=CC(=C(C=C1)OC)F